N1=NC(C=CC2=C1C=NC=N2)=O PYRIMIDO-DIAZEPINON